COC=1C=C2COC(C2=CC1OC)=O 5,6-Dimethoxyisobenzofuran-1(3H)-one